C(#C)C1(CC(C1)(OC)OC)C(=O)OC(C)C isopropyl 1-ethynyl-3,3-dimethoxycyclobutane-1-carboxylate